2-[3-(4-{4-methyl-6-(tetrahydropyran-2-yloxy)-3-[3-(tetrahydropyran-2-yloxy)phenyl]-2H-chromen-2-yl}-phenyl)prop-2-ynyl]isoindole-1,3-dione CC1=C(C(OC2=CC=C(C=C12)OC1OCCCC1)C1=CC=C(C=C1)C#CCN1C(C2=CC=CC=C2C1=O)=O)C1=CC(=CC=C1)OC1OCCCC1